C(#N)CC(=C(CC#N)C)C 1,4-dicyano-2,3-dimethyl-2-butene